CC(CCC(=O)C1=CC=CC=C1)(CC)C 4,4-dimethyl-1-phenylhexane-1-one